CC(C)P(=O)(C(C)C)C1=CC2=C(N=C(N=C2N[C@H](C)C=2C(=C(C=CC2)C(C(C)(O)C)(F)F)F)C)C=N1 1-{3-[(1R)-1-({6-[di(propan-2-yl)phosphoryl]-2-methylpyrido[3,4-d]pyrimidin-4-yl}amino)ethyl]-2-fluorophenyl}-1,1-difluoro-2-methylpropan-2-ol